ClC=1C=C2C(=C(C=NC2=CC1)S(=O)(=O)N1CCOCC1)NC1=C(C(=O)O)C=C(C=C1)CCC 2-[(6-chloro-3-morpholinosulfonyl-4-quinolyl)amino]-5-propyl-benzoic acid